O[C@@H]1C[C@H](NC1)C(=O)OC methyl (2s,4r)-4-hydroxy-pyrrolidine-2-carboxylate